tert-butyl 3-[4-sulfamoyl-2-(trifluoromethylsulfonyl)anilino]pyrrolidine-1-carboxylate S(N)(=O)(=O)C1=CC(=C(NC2CN(CC2)C(=O)OC(C)(C)C)C=C1)S(=O)(=O)C(F)(F)F